(E)-2-{2-[6-(2-cyanophenoxy) pyrimidin-4-yloxy]Phenyl}-3-methoxyacrylate C(#N)C1=C(OC2=CC(=NC=N2)OC2=C(C=CC=C2)/C(/C(=O)[O-])=C\OC)C=CC=C1